tert-butyl 4-[2-[4-(2,6-dibenzyloxy-3-pyridinyl) phenyl] ethynyl]-4-fluoro-piperidine-1-carboxylate C(C1=CC=CC=C1)OC1=NC(=CC=C1C1=CC=C(C=C1)C#CC1(CCN(CC1)C(=O)OC(C)(C)C)F)OCC1=CC=CC=C1